CC(C1=CC[C@H]2[C@@H]3CCC4=CC(C=C[C@]4(C)[C@H]3C(C[C@]12C)=O)=O)=O pregna-1,4,16-triene-3,11,20-trione